2,3,5-trifluoro-4-methoxy-6-(methylcarbamoyl)benzoic acid FC1=C(C(=O)O)C(=C(C(=C1F)OC)F)C(NC)=O